C1(CC(CC(C1)O)O)O 1,3,5-Cyclohexanetriol